2-fluoro-4,6-bis(trifluoromethyl)benzaldehyde FC1=C(C=O)C(=CC(=C1)C(F)(F)F)C(F)(F)F